N-(2-(8-cyclopropyl-3,8-diazabicyclo[3.2.1]oct-3-yl)-5-(4-(2,6-dichloro-3,5-dimethoxyphenyl)imidazo[1,2-a][1,6]naphthyridin-8-yl)-4-methoxyphenyl)acrylamide C1(CC1)N1C2CN(CC1CC2)C2=C(C=C(C(=C2)OC)C2=NC=C1C=C(C=3N(C1=C2)C=CN3)C3=C(C(=CC(=C3Cl)OC)OC)Cl)NC(C=C)=O